Di-tert-butyl 1,4,7,10-tetraazacyclododecane-1,7-dicarboxylate N1(CCNCCN(CCNCC1)C(=O)OC(C)(C)C)C(=O)OC(C)(C)C